OCC#CCOCCC(=O)OCCC propyl 3-(4-hydroxybut-2-ynoxy)propanoate